C(C)(C)(C)OC(=O)N1C(CCCC1)C(F)S(=O)(=O)C1=CC(=NN1C)C(F)F (((3-(difluoromethyl)-1-methyl-1H-pyrazol-5-yl)sulfonyl)fluoromethyl)piperidine-1-carboxylic acid tert-butyl ester